BrC1=C(C=C(C=C1)C[C@H](C(=O)OC(C)(C)C)[C@@H]1CN(CC1)C(=O)OC(C)(C)C)[N+](=O)[O-] tert-butyl (3R)-3-[(2S)-3-(4-bromo-3-nitrophenyl)-1-(tert-butoxy)-1-oxopropan-2-yl]pyrrolidine-1-carboxylate